1-(3-(9H-carbazol-9-yl)-2-hydroxypropyl)-3-ethyltetra-hydropyrimidin-2(1H)-one C1=CC=CC=2C3=CC=CC=C3N(C12)CC(CN1C(N(CCC1)CC)=O)O